(2S)-2-(tert-butoxycarbonylamino)-4-hydroxy-butyric acid C(C)(C)(C)OC(=O)N[C@H](C(=O)O)CCO